2-(2,3-dihydro-1-benzofuran-3-yl)acetaldehyde O1CC(C2=C1C=CC=C2)CC=O